(R)-N-(3,3-difluoro-1-(2-methoxyethyl)piperidin-4-yl)-5-(1-(2,2-difluoroethyl)-1H-benzo[d]imidazol-6-yl)-4-methoxypyrrolo[2,1-f][1,2,4]triazin-2-amine FC1(CN(CC[C@H]1NC1=NN2C(C(=N1)OC)=C(C=C2)C=2C=CC1=C(N(C=N1)CC(F)F)C2)CCOC)F